2-{1-[(7-methyl-1,2,3,4-tetrahydronaphthalen-1-yl)methyl]-1H-imidazol-4-yl}-4-[5-(trifluoromethyl)-1H-1,2,3-triazol-4-yl]pyridine CC1=CC=C2CCCC(C2=C1)CN1C=NC(=C1)C1=NC=CC(=C1)C=1N=NNC1C(F)(F)F